C1(=CC=CC=C1)C1=CC=C(S1)CO (5-phenyl-thiophen-2-yl)-methanol